3-((4-(5-(chlorodifluoromethyl)-1,2,4-oxadiazol-3-yl)phenyl)amino)-4-((1-methyl-1H-imidazol-4-yl)amino)cyclobut-3-ene-1,2-dione ClC(C1=NC(=NO1)C1=CC=C(C=C1)NC=1C(C(C1NC=1N=CN(C1)C)=O)=O)(F)F